C(#N)C=1C(=CC=NC1)NCC1(CC1)SCC 5-cyano-4-(((1-(ethylthio)cyclopropyl)methyl)amino)pyridin